2-((5-(2-(6-((3-(dimethylamino)-3-oxopropyl)(methyl)amino)-2-methylhexan-3-yl)-2,6-diazaspiro[3.4]octan-6-yl)-1,2,4-triazin-6-yl)oxy)-5-fluoro-N,N-diisopropylbenzamide fumarate C(\C=C\C(=O)O)(=O)O.CN(C(CCN(CCCC(C(C)C)N1CC2(C1)CN(CC2)C=2N=CN=NC2OC2=C(C(=O)N(C(C)C)C(C)C)C=C(C=C2)F)C)=O)C